FC1=C(C=CC=C1)C1=CC=2N=C3N(CCN(C3)C(CCOCCC)=O)C2N=C1 1-(3-(3-(2-fluorophenyl)-8,9-dihydropyrido[3',2':4,5]imidazo[1,2-a]pyrazin-7(6H)-yl)-3-oxopropoxy)propan